C(C)(C)[Si](ON1C(NCCC1)=O)(C(C)C)C(C)C ((triisopropylsilyl)oxy)tetrahydropyrimidin-2(1H)-one